ClC1=C(C=CC(=C1)F)NC(=O)N1CCC(CC1)N1CC(C1)(N1C=C(C=C1)C=1C2=C(N=CN1)NC=C2)CC#N N-(2-chloro-4-fluorophenyl)-4-{3-(cyanomethyl)-3-[3-(7H-pyrrolo[2,3-d]pyrimidin-4-yl)-1H-pyrrol-1-yl]azetidin-1-yl}piperidine-1-carboxamide